methyl 5-chloro-2-fluoro-4-(((6-fluoropyridin-2-yl)oxy)methyl)benzoate ClC=1C(=CC(=C(C(=O)OC)C1)F)COC1=NC(=CC=C1)F